7-((5-chloro-2-((5-fluoro-2-methoxy-4-(7-(methyl-d3)-2,7-diazaspiro[3.5]non-2-yl)phenyl)amino)pyrimidin-4-yl)oxy)-2-methylisoindolin-1-one ClC=1C(=NC(=NC1)NC1=C(C=C(C(=C1)F)N1CC2(C1)CCN(CC2)C([2H])([2H])[2H])OC)OC=2C=CC=C1CN(C(C21)=O)C